3-Ethoxy-5-[6-(2-naphthalen-2-yl-ethylamino)-pyrimidin-4-yl]-thiophene C(C)OC1=CSC(=C1)C1=NC=NC(=C1)NCCC1=CC2=CC=CC=C2C=C1